i-propoxyi-propoxyphenyltriethoxysilane C(C)(C)OC(CO[Si](OCC)(OCC)C1=CC=CC=C1)OC(C)C